FC1=C2C=CN(C2=CC(=C1OC=1C=CC(=C(C1)NN)F)F)S(=O)(=O)C1=CC=C(C=C1)C [5-[4,6-difluoro-1-(p-tolylsulfonyl)indol-5-yl]oxy-2-fluoro-phenyl]hydrazine